Diphenyl-(2-mesityl)bismuthane Lauroyl-Sarcosinate C(CCCCCCCCCCC)(=O)N(C)CC(=O)O.C1(=CC=CC=C1)[Bi](C1=C(C=C(C=C1C)C)C)C1=CC=CC=C1